benzyl [(1S,3R,5R)-3-(dimethylcarbamoyl)-5-hydroxycyclohexyl]carbamate CN(C(=O)[C@@H]1C[C@@H](C[C@@H](C1)O)NC(OCC1=CC=CC=C1)=O)C